(1-(5-nitropyridin-2-yl)piperidin-4-yl)methanol [N+](=O)([O-])C=1C=CC(=NC1)N1CCC(CC1)CO